3-(8-Phenyl-1,4-dioxaspiro[4.5]decan-8-yl)propan-1-ol C1(=CC=CC=C1)C1(CCC2(OCCO2)CC1)CCCO